4'-Chloro-N-(3-(4,4-difluoropiperidin-1-yl)-4-methoxyphenyl)-5-(ethylsulfonamido)-[1,1'-biphenyl]-2-carboxamide ClC1=CC=C(C=C1)C=1C(=CC=C(C1)NS(=O)(=O)CC)C(=O)NC1=CC(=C(C=C1)OC)N1CCC(CC1)(F)F